FC1=C(CNC=2C(C(C2NCCC(F)(F)F)=O)=O)C=CC(=C1)C1=NOC(=N1)C(F)(F)F 3-((2-fluoro-4-(5-(trifluoromethyl)-1,2,4-oxadiazol-3-yl)benzyl)amino)-4-((3,3,3-trifluoropropyl)amino)cyclobut-3-ene-1,2-dione